(S)-(3-aminopyrrolidin-1-yl)(5-(3-chloro-4-(piperidin-4-yl)phenyl)-3-methylthiophen-2-yl)methanone N[C@@H]1CN(CC1)C(=O)C=1SC(=CC1C)C1=CC(=C(C=C1)C1CCNCC1)Cl